ClC=1C=C(C=C(C1F)Cl)C1(CC(=NO1)N1CC2=C(C1)C(=C(S2)C(=O)NCC2OCCCC2)C)C(F)(F)F 5-(5-(3,5-dichloro-4-fluorophenyl)-5-(trifluoromethyl)-4,5-dihydroisoxazol-3-yl)-3-methyl-N-((tetrahydro-2H-pyran-2-yl)methyl)-5,6-dihydro-4H-thieno[2,3-c]pyrrole-2-carboxamide